NC1=NC=CC=C1C1=NC=2C(=NC(=CC2)C2=NC=C(C=N2)F)N1C1=CC=C(CN2CCC(CC2)NC2=NC(=NC=C2)C#N)C=C1 4-((1-(4-(2-(2-aminopyridin-3-yl)-5-(5-fluoropyrimidin-2-yl)-3H-imidazo[4,5-b]pyridin-3-yl)benzyl)piperidin-4-yl)amino)pyrimidine-2-carbonitrile